tert-butyl ((1R)-1-cyclohexyl-2-(8-(2-(4-(2-fluoro-5-((4-oxo-3,4-dihydrophthalazin-1-yl)methyl)benzoyl)piperazin-1-yl)-2-oxoethyl)-2,8-diazaspiro[5.5]undecan-2-yl)-2-oxoethyl)carbamate C1(CCCCC1)[C@H](C(=O)N1CC2(CCC1)CN(CCC2)CC(=O)N2CCN(CC2)C(C2=C(C=CC(=C2)CC2=NNC(C1=CC=CC=C21)=O)F)=O)NC(OC(C)(C)C)=O